NC1=CC2=CC(=C(C(=C2C=C1)O)N=NC1=CC=C(C=C1)N)S(=O)(=O)O 2-amino-5-hydroxy-6-((4-aminophenyl)diazenyl)-7-sulfonaphthalene